2-{4-[5-chloro-2-(4-chloro-1H-1,2,3-triazol-1-yl)phenyl]-5-methoxy-2-oxopyridin-1(2H)-yl}-N-(phthalazin-6-yl)butanamide ClC=1C=CC(=C(C1)C1=CC(N(C=C1OC)C(C(=O)NC=1C=C2C=NN=CC2=CC1)CC)=O)N1N=NC(=C1)Cl